4-(9-Aminononyl)-3-methyl-2-oxo-benzimidazol NCCCCCCCCCC1=CC=CC=2NC(N(C21)C)=O